Racemic-3-Cyclopropyl-3-{4-[7-(2-trimethylsilanylethoxymethyl)-7H-pyrrolo[2,3-d]pyrimidin-4-yl]pyrazol-1-yl}propionitrile C1(CC1)[C@@H](CC#N)N1N=CC(=C1)C=1C2=C(N=CN1)N(C=C2)COCC[Si](C)(C)C |r|